C(C)(C)(C)OCC[C@H](N(C(CCl)=O)CC(=O)NC1=C(C=CC(=C1)Cl)N1N=NC(=C1)Cl)C(=O)OCC ethyl O-(tert-butyl)-N-(2-((5-chloro-2-(4-chloro-1H-1,2,3-triazol-1-yl)phenyl)amino)-2-oxoethyl)-N-(2-chloroacetyl)homoserinate